ethyl 8-bromo-5-((chroman-5-ylmethyl)amino)imidazo[1,2-c]pyrimidine-2-carboxylate BrC=1C=2N(C(=NC1)NCC1=C3CCCOC3=CC=C1)C=C(N2)C(=O)OCC